2-fluoro-4-(5-methoxy-3H-[1,2,3]triazolo[4,5-b]pyridin-3-yl)benzoyl chloride FC1=C(C(=O)Cl)C=CC(=C1)N1N=NC=2C1=NC(=CC2)OC